butylidene-bis(3-methyl-6-t-butylphenyl) tetrakis(tridecyl) diphosphite P(OC1=C(C(=CC=C1C(C)(C)C)C)C(CCC)C1=C(C(=CC=C1C)C(C)(C)C)OP(OCCCCCCCCCCCCC)OCCCCCCCCCCCCC)(OCCCCCCCCCCCCC)OCCCCCCCCCCCCC